C1(=CC=CC2=CC=CC=C12)C(C)N 1-(naphthalen-1-yl)ethanamine